C1(CCCC1)CCNCC=1C=C(C2=C(N=C(O2)C=2C=C(C=CC2)C2=C(C=C(C=C2)F)C2=NN=CN2C)C1)C(F)(F)F 2-Cyclopentyl-N-((2-(4'-fluoro-2'-(4-methyl-4H-1,2,4-triazol-3-yl)-[1,1'-biphenyl]-3-yl)-7-(trifluoromethyl)benzo[d]oxazol-5-yl)methyl)ethan-1-amine